Potassium (SR,6S)-6-((R)-1-hydroxyethyl)-3-propylthio-7-oxo-4-thia-1-azabicyclo[3.2.0]hept-2-ene-2-carboxylate O[C@H](C)[C@@H]1[C@@H]2SC(=C(N2C1=O)C(=O)[O-])SCCC.[K+] |&1:4|